ClC1=C(C(=CC=C1)Cl)Cl 1,2,3-trichloro-benzene